9-(2-Morpholinoethyl)-8-(trifluoromethyl)-9H-pyrrolo[2,3-c:5,4-c']dipyridine 2-oxide Hydrochloride Salt Cl.O1CCN(CC1)CCN1C2=C(N=CC=C2C2=C1C=[N+](C=C2)[O-])C(F)(F)F